3-(5-(4-((S)-3,3-difluoropiperidin-4-yl)piperazin-1-yl)-3-methyl-2-oxo-2,3-dihydro-1H-benzo[d]imidazol-1-yl)piperidine-2,6-dione trifluoroacetate FC(C(=O)O)(F)F.FC1(CNCC[C@@H]1N1CCN(CC1)C1=CC2=C(N(C(N2C)=O)C2C(NC(CC2)=O)=O)C=C1)F